C1(CC1)C=1OC=C(N1)C=O (2-cyclopropyl-1,3-oxazol-4-yl)methanone